COC1(COC1)C1=NC=CC(=C1C=1CCN(C(C1)=O)C(=O)OC(C)(C)C)C tert-butyl 2-(3-methoxyoxetan-3-yl)-4-methyl-6'-oxo-3',6'-dihydro-[3,4'-bipyridine]-1'(2'H)-carboxylate